3-(3-(4-((4-fluoro-1H-pyrazol-1-yl)methyl)benzyl)isoxazol-5-yl)pyridin FC=1C=NN(C1)CC1=CC=C(CC2=NOC(=C2)C=2C=NC=CC2)C=C1